CC1=CC(OC2=C1C=CC(=C2)NC=O)=O (4-methyl-2-oxo-2H-benzopyran-7-yl)formamide